dicyclopentyl-(3-isopropyl-2-methoxyphenyl)methoxysilane C1(CCCC1)[SiH](OCC1=C(C(=CC=C1)C(C)C)OC)C1CCCC1